(R)-N-methyl-1-phenyl-propan-2-amine CN[C@@H](CC1=CC=CC=C1)C